5-Hexenyl-trimethoxysilane C(CCCC=C)[Si](OC)(OC)OC